C1(NC(CCC12C(NC(CC2)=O)=O)=O)=O 2,8-diazaspiro[5.5]undecane-1,3,7,9-tetrone